1-((4-(1-hydroxy-2-methylpropyl)-1H-benzo[d]imidazol-2-yl)methyl)-3-nitropyridin-2(1H)-one OC(C(C)C)C1=CC=CC=2NC(=NC21)CN2C(C(=CC=C2)[N+](=O)[O-])=O